ClC1=CC=C(O1)C1C(=NN(C1(C(=O)NCC1CN2[C@H](COCC2)CO1)C)C1=C(C=C(C=C1)F)F)C1=C(C=C(C=C1)F)F 4-(5-chlorofuran-2-yl)-1,3-bis(2,4-difluorophenyl)-N-(((9aR)-hexahydro-1H-[1,4]oxazino[3,4-c][1,4]oxazin-3-yl)methyl)-5-methyl-4,5-dihydro-1H-pyrazole-5-carboxamide